3-(6-(1-methyl-1H-pyrazol-4-yl)-7H-pyrrolo[2,3-d]pyrimidin-4-yl)-3,8-diazabicyclo[3.2.1]octane-8-carboxylic acid tert-butyl ester C(C)(C)(C)OC(=O)N1C2CN(CC1CC2)C=2C1=C(N=CN2)NC(=C1)C=1C=NN(C1)C